1-Propyl-2-ethylpiperidinium triflat [O-]S(=O)(=O)C(F)(F)F.C(CC)[NH+]1C(CCCC1)CC